Fluorosulfonylpropoxycarbonylamide FS(=O)(=O)CCCOC(=O)[NH-]